(2S,3S)-ethyl 3-((2-(2-chloro-5H-pyrrolo[2,3-b]pyrazin-7-yl)-6-(5-cyclopropyl thiophen-2-yl)-5-fluoropyrimidin-4-yl)amino)bicyclo[2.2.2]octane-2-carboxylate ClC=1N=C2C(=NC1)NC=C2C2=NC(=C(C(=N2)N[C@@H]2[C@H](C1CCC2CC1)C(=O)OCC)F)C=1SC(=CC1)C1CC1